6-(Cyclopropanecarboxamido)-4-((1-(2-methoxyethyl)-4-oxo-5-(2,2,2-trifluoroethyl)-4,5-dihydro-1H-pyrazolo[4,3-c]pyridin-3-yl)amino)-N-(methyl-d3)nicotinamide C1(CC1)C(=O)NC1=NC=C(C(=O)NC([2H])([2H])[2H])C(=C1)NC1=NN(C2=C1C(N(C=C2)CC(F)(F)F)=O)CCOC